OC=1C(C=C(C=CC1)C(C)C)=O 2-hydroxy-6-(propan-2-yl)cyclohepta-2,4,6-trien-1-one